N-(beta-hydroxypropyl)-N'-(beta-aminoethyl)piperazine OC(CN1CCN(CC1)CCN)C